2-(2-chlorophenyl)-N-(2-(4-fluorophenylmethyl)-4-(methylthio)-2H-indazol-6-yl)acetamide ClC1=C(C=CC=C1)CC(=O)NC=1C=C(C2=CN(N=C2C1)CC1=CC=C(C=C1)F)SC